tert-Butyl N-ethyl-N-[1-(5-methoxy-4-nitro-2-vinyl-phenyl)-4-piperidyl]carbamate C(C)N(C(OC(C)(C)C)=O)C1CCN(CC1)C1=C(C=C(C(=C1)OC)[N+](=O)[O-])C=C